2-(phenylsulfonyl)-2-(phenylthio)-1-(4-(trifluoromethoxy)phenyl)ethan-1-one C1(=CC=CC=C1)S(=O)(=O)C(C(=O)C1=CC=C(C=C1)OC(F)(F)F)SC1=CC=CC=C1